C(#N)CCOP(N(C(C)C)C(C)C)Cl 2-cyanoethyl-N,N-diisopropyl-chlorophosphoramidite